C1(CC1)OC(CCC)(CC)C=1N=C(C2=C(N1)OC(=C2C(=O)N)C)NC2(CC2)C (4-Cyclopropyloxyhexane-4-yl)-6-methyl-4-[(1-methylcyclopropyl)amino]furo[2,3-d]pyrimidine-5-carboxamide